FC(C12CC(C1)(C2)C(=O)O)(F)F 3-trifluoromethylbicyclo[1.1.1]pentane-1-carboxylic acid